C1(CCCC1)C1=C2C=NNC2=C(C(=C1)C1=CC=C(C=C1)OC1=CC=CC=C1)C#N 4-cyclopentyl-6-(4-phenoxyphenyl)-1H-indazole-7-carbonitrile